(S)-1-((2-(trimethylsilyl)ethoxy)methyl)-7-(tritylamino)-1,5,7,8-tetrahydro-6H-[1,4]oxazepino[3,2-f]indazole C[Si](CCOCN1N=CC2=CC3=C(C=C12)OC[C@H](CN3)NC(C3=CC=CC=C3)(C3=CC=CC=C3)C3=CC=CC=C3)(C)C